FC1=CC=C(C=C1)N1N=CC2=C1C[C@@H]1CCN(C[C@]1(C2)C(=O)C=2N=CSC2)S(=O)(=O)C2=NN(N=C2)C(C)C ((4aR,8aS)-1-(4-fluorophenyl)-6-((2-isopropyl-2H-1,2,3-triazol-4-yl)sulfonyl)-4,4a,5,6,7,8,8a,9-octahydro-1H-pyrazolo[3,4-g]isoquinolin-4a-yl)(thiazol-4-yl)methanone